aluminum diphenylanthracene C1(=CC=CC=C1)C=1C2=CC=CC=C2C(=C2C=CC=CC12)C1=CC=CC=C1.[Al]